3-methyl-5-(1-methyl-1H-imidazol-4-yl)-1-propyl-1H-pyrazole CC1=NN(C(=C1)C=1N=CN(C1)C)CCC